4-(3-([1,1'-biphenyl]-2-ylethynyl)-1H-indazole-5-carbonyl)-3-phenylpiperazin-2-one C1(=C(C=CC=C1)C#CC1=NNC2=CC=C(C=C12)C(=O)N1C(C(NCC1)=O)C1=CC=CC=C1)C1=CC=CC=C1